(S)-tert-butyl 3-(2-methylpiperazin-1-yl)azetidine-1-carboxylate C[C@@H]1N(CCNC1)C1CN(C1)C(=O)OC(C)(C)C